O1CCN(CC1)CCCCCCCCCCCSC1=C2CN(C(C2=CC=C1)=O)C1C(NC(CC1)=O)=O 3-(4-((11-morpholinoundecyl)thio)-1-oxoisoindolin-2-yl)piperidine-2,6-dione